ClC=1C=NC(=C(C(=O)NC2CCC(CC2)CN2C(N(C3=C2C=CC=C3)C=3C=C2C=CC=NC2=CC3)=O)C1)C 5-chloro-2-methyl-N-((1r,4r)-4-((2-oxo-3-(quinolin-6-yl)-2,3-dihydro-1H-benzo[d]imidazol-1-yl)methyl)cyclohexyl)nicotinamide